FC1=CC(=C(C#N)C=C1F)OC 4,5-difluoro-2-methoxybenzonitrile